BrC1=CN=C2N1C=C(C=C2)C=2N(N=CN2)C2=CC(=C(C=C2)F)OC 3-bromo-6-[2-(4-fluoro-3-methoxy-phenyl)-1,2,4-triazol-3-yl]imidazo[1,2-a]pyridine